O[C@H]1[C@@H](O[C@@H]([C@H]1O)COP(=O)([O-])[O-])[N+]1=CC(=CC=C1)C(=O)[O-].C(=O)(O)[C@H](CC(C)C)[NH3+].C(=O)(O)[C@H](CC(C)C)[NH3+] (S)-1-Carboxy-3-methylbutan-1-aminium 1-((2R,3R,4S,5R)-3,4-dihydroxy-5-((phosphonatooxy)methyl)tetrahydrofuran-2-yl)pyridin-1-ium-3-carboxylate